C(C)O[V+2](OCC)OCC triethoxyvanadium (V)